OC1(COC1)C1=CC=C(C(=O)N2CCN(CC2)C(=O)C2=CC=C(C=C2)C(F)(F)F)C=C1 (4-(4-(3-hydroxyoxetan-3-yl)benzoyl)piperazin-1-yl)(4-(trifluoromethyl)phenyl)methanone